2-amino-5-(4-(2-(2,3-dihydrobenzofuran-7-yl)-2-hydroxyacetamido)-2-methylphenyl)-N-isopropylnicotinamide NC1=C(C(=O)NC(C)C)C=C(C=N1)C1=C(C=C(C=C1)NC(C(O)C1=CC=CC=2CCOC21)=O)C